CC=1CC(CCC1)(C)C 2,6,6-trimethyl-2-cyclohexene